C1(=CC=CC=C1)[PH2]=S Phenyl-phosphine sulfide